C(C)(C)(C)C1=CC=C(CNCC(C)N)C=C1 N1-(4-tert-butylbenzyl)-1,2-propanediamine